C(C)OCCN=C(C=C(C)O)C 4-((2-ethoxyethyl)imino)-pent-2-en-2-ol